OC1CC(NC1)C(=O)N(C)C 4-hydroxy-N,N-dimethylpyrrolidine-2-carboxamide